[rel-(1S,2S)-2-(hydroxymethyl)cyclopropyl]methanol OC[C@@H]1[C@H](C1)CO |o1:2,3|